FC1(CC(C1)C(CC#N)=O)F 3-(3,3-difluorocyclobutyl)-3-oxopropanenitrile